tert-butyl 4-[5-[1-[(2S,4R)-4-hydroxy-2-[[(1S)-1-[4-(4-methylthiazol-5-yl) phenyl]ethyl]carbamoyl]pyrrolidine-1-carbonyl]-2-methyl-propyl]isoxazol-3-yl]oxypiperidine-1-carboxylate O[C@@H]1C[C@H](N(C1)C(=O)C(C(C)C)C1=CC(=NO1)OC1CCN(CC1)C(=O)OC(C)(C)C)C(N[C@@H](C)C1=CC=C(C=C1)C1=C(N=CS1)C)=O